O=C(CN1CCC1)N1CCCC1 1-[2-oxo-2-(pyrrolidin-1-yl)ethyl]azetidin